2-((2S,6R)-2,6-dimethylmorpholinyl)propionic acid C[C@H]1CN(C[C@H](O1)C)C(C(=O)O)C